3-cyano-1H-pyrazole-5-carboxylic acid C(#N)C1=NNC(=C1)C(=O)O